6-bromo-1,2-dihydro-4H-3,1-benzoOxazine-2,4-dione BrC=1C=CC2=C(C(OC(N2)=O)=O)C1